tert-butyl (5S)-5-methyl-2-(1'-methyl-2'-oxo-1',4'-dihydro-2'H-spiro[cyclopropane-1,3'-quinolin]-6'-yl)piperidine-1-carboxylate C[C@H]1CCC(N(C1)C(=O)OC(C)(C)C)C=1C=C2CC3(C(N(C2=CC1)C)=O)CC3